[Mg].[Zn].O=C(O)CN(C)C(N)=N creatine zinc-magnesium